C(C1=CC=CC=C1)(=O)O[NH-] O-benzoylhydroxyamide